CSCCCS 3-methylthiopropane-1-thiol